gold disulfite S(=O)([O-])OS(=O)[O-].[Au+3].S(=O)([O-])OS(=O)[O-].S(=O)([O-])OS(=O)[O-].[Au+3]